ClC1=C(C(=NC=2N(C(NC(C21)=O)=O)C2=C(C=CC=C2)C(C)C)Cl)F 5,7-Dichloro-6-fluoro-1-(2-isopropylphenyl)pyrido[2,3-d]pyrimidine-2,4(1H,3H)-dione